([2,3,5,6-tetrafluoro-4-(methoxymethyl) phenyl])Methyl 2,2-dimethyl-3-[(1Z)-3,3,3-trifluoro-1-propen-1-yl]Cyclopropanecarboxylate CC1(C(C1\C=C/C(F)(F)F)C(=O)OCC1=C(C(=C(C(=C1F)F)COC)F)F)C